2-chloro-N-[(4-fluorophenyl)methyl]-N-(3-methoxy-5-methyl-phenyl)acetamide ClCC(=O)N(C1=CC(=CC(=C1)C)OC)CC1=CC=C(C=C1)F